FC1=C(C=CC=C1)N1N=C(C=CC1=O)C(=O)N[C@H](C)C1=CC(=CC=C1)OC1=CC=CC=C1 1-(2-fluorophenyl)-6-oxo-N-[(1R)-1-(3-phenoxyphenyl)ethyl]pyridazine-3-carboxamide